CNN(C1=CC=C(C=C1)C1=CC=NC=C1)NC N,N-dimethylamino-4-(pyridin-4-yl)aniline